ClC1=C2N=CN(C2=NC=N1)C(CCO)CC 3-(6-Chloro-9H-purin-9-yl)pentan-1-ol